COC1=CC=C(C(C)N)C=C1 4-methoxy-α-methyl-benzylamine